(R)-2-bromo-4-(2-methoxyethoxy)-6-(3-methoxytetrahydrofuran-3-yl)pyridine BrC1=NC(=CC(=C1)OCCOC)[C@]1(COCC1)OC